disodium triphosphate [O-]P([O-])(=O)OP(=O)(O)OP(=O)(O)O.[Na+].[Na+]